N[C@@H]1C2=CC=CC=C2CC12CCN(CC2)C=2N=CC1=C(N2)C(N(C1)C1=C(C(=CC=C1)Cl)Cl)=O (S)-2-(1-amino-1,3-dihydrospiro[indene-2,4'-piperidin]-1'-yl)-6-(2,3-dichlorophenyl)-5,6-dihydro-7H-pyrrolo[3,4-d]pyrimidin-7-one